C(C1=CC=CC=C1)OC([C@@H](NC(=O)OC(C)(C)C)CC1=CN(C2=CC(=CC=C12)OCC1=CC=CC=C1)C(=O)OCC1=CC=CC=C1)=O (S)-6-Benzyloxy-N-tert-butoxycarbonyl-1-Cbz-L-tryptophan benzyl ester